1-mercapto-2-methyl-1-(2-(trifluoromethyl)phenyl)propan-2-ol SC(C(C)(O)C)C1=C(C=CC=C1)C(F)(F)F